NCCOCCOCC(=O)O 8-Amino-3,6-dioxaoctanoic acid